ClC=1C=CC2=C(N=C(O2)C2CC3(CC(C3)NC(=O)C3=CC(=NC=C3)N3CCOCC3)C2)C1 N-[6-(5-chloro-1,3-benzoxazol-2-yl)spiro[3.3]heptan-2-yl]-2-morpholino-pyridine-4-carboxamide